BrC1=C(C(=C2C(NC=NC2=C1)=O)F)Cl 7-Bromo-6-chloro-5-fluoroquinazolin-4(3H)-one